4-[9-chloro-7-(2,6-difluorophenyl)-5H-pyrimido[5,4-d][2]benzazepin-2-ylamino]benzoic acid ClC1=CC2=C(C3=C(CN=C2C2=C(C=CC=C2F)F)C=NC(=N3)NC3=CC=C(C(=O)O)C=C3)C=C1